2-(6-(benzylthio)-8-bromoimidazo[1,2-a]pyridine-3-carbonyl)hydrazine-1-carboxylic acid tert-butyl ester C(C)(C)(C)OC(=O)NNC(=O)C1=CN=C2N1C=C(C=C2Br)SCC2=CC=CC=C2